tert-butyl (1S,4S)-5-[4-[3-chloro-2-fluoro-4-[(1-methylcyclopropyl)methoxy]anilino]pyrido[3,2-d]pyrimidin-6-yl]-2,5-diazabicyclo[2.2.1]heptane-2-carboxylate ClC=1C(=C(NC=2C3=C(N=CN2)C=CC(=N3)N3[C@@H]2CN([C@H](C3)C2)C(=O)OC(C)(C)C)C=CC1OCC1(CC1)C)F